C[C@H]1CN(C[C@H](N1)C)C1=C2C(=C(N=N1)C(=O)NC=1C=C(C=3N(C1)C=C(N3)C)F)N=CC=N2 5-[(3S,5R)-3,5-dimethylpiperazin-1-yl]-N-(8-fluoro-2-methyl-imidazo[1,2-a]pyridin-6-yl)pyrazino[2,3-d]pyridazine-8-carboxamide